C(C)OC(=O)C1=CC2=C(OC(O2)(F)F)C=C1CBr 6-(bromomethyl)-2,2-difluoro-1,3-benzodioxole-5-carboxylic acid ethyl ester